C1(CCCC1)C(=O)N1CCN(CC1)CC1=CC=C2N=C(C(NC2=C1)=O)CC 7-((4-(cyclopentanecarbonyl)piperazin-1-yl)methyl)-3-ethylquinoxalin-2(1H)-one